N1=C(N=CN=C1)C=O 1,3,5-TRIAZINE-2-CARBALDEHYDE